tert-butyl 3-[p-(4-morpholino-1-{[2-(trimethylsilyl)ethoxy]methyl}-1H-1,5,7-triazainden-2-yl)phenyl]-2,4-dioxo-1,3,7-triaza-7-spiro[4.4]nonanecarboxylate O1CCN(CC1)C1=C2C=C(N(C2=NC=N1)COCC[Si](C)(C)C)C1=CC=C(C=C1)N1C(NC2(C1=O)CN(CC2)C(=O)OC(C)(C)C)=O